O=C1NC(CC[C@H]1N1CCC2=C(C=CC=C12)N1CC(C1)CCC(=O)O)=O 3-[1-[1-[(3R)-2,6-dioxo-3-piperidyl]indolin-4-yl]azetidin-3-yl]propanoic acid